C[C@H]1O[C@@H](CN(C1)C=1C=CC2=C(NC(=N2)C2=C(C=3C(NC2=O)=CN(N3)C)N[C@@H](C)C3=NC=CC=N3)C1)C 6-(6-((2R,6R)-2,6-dimethylmorpholino)-1H-benzo[d]imidazol-2-yl)-2-methyl-7-(((S)-1-(pyrimidin-2-yl)ethyl)amino)-2H-pyrazolo[4,3-b]pyridin-5(4H)-one